N-t-butyloxycarbonyl-3-aminopyrrolidine C(C)(C)(C)OC(=O)N1CC(CC1)N